BrC1=C(C=CC(=C1)Cl)CC(C)=O 1-(2-bromo-4-chlorophenyl)propan-2-one